CCCCCCCC/C=C\CCCCCCCCCC(=O)OC[C@H](COP(=O)([O-])OCC[N+](C)(C)C)OC(=O)CCCCCCC/C=C\CCCCCCC 1-(11Z-eicosenoyl)-2-(9Z-heptadecenoyl)-glycero-3-phosphocholine